4-(2-Amino-4-(3,4-dihydro-2H-benzo[b][1,4]oxazin-6-yl)-1H-imidazol-5-yl)-N-methylpyridin-2-amine NC=1NC(=C(N1)C1=CC2=C(OCCN2)C=C1)C1=CC(=NC=C1)NC